C[C@]1(O)[C@H](O)[C@@H](O)[C@H](O)[C@H](O1)C(=O)N Methyl-β-D-glucuronamide